C(C)C=1NNC(C1)(C)CC 3,5-diethyl-5-methylpyrazoline